tert-butyl N-[(3R)-7-cyano-4-oxo-3,5-dihydro-2H-1,5-benzothiazepin-3-yl]carbamate C(#N)C=1C=CC2=C(NC([C@H](CS2)NC(OC(C)(C)C)=O)=O)C1